CN(C/C=C/C(=O)N1CC=2N(CC1)N=C(C2C2=CC(=NC=C2)NC(=O)C2CC2)C2=CC=C(C=C2)F)C N-(4-{5-[(2E)-4-(dimethylamino)but-2-enoyl]-2-(4-fluorophenyl)-4,5,6,7-tetrahydropyrazolo[1,5-a]pyrazin-3-yl}pyridin-2-yl)cyclopropanecarboxamide